ethyl 1-(3-{[(tert-butoxy)carbonyl]amino}-3-methylbutyl)-2-oxo-6-(trifluoromethyl)-1,2-dihydropyridine-3-carboxylate C(C)(C)(C)OC(=O)NC(CCN1C(C(=CC=C1C(F)(F)F)C(=O)OCC)=O)(C)C